FC1=CC=C(C=C1)C1=NNCC1C1=CC=CC=C1 3-(4-fluorophenyl)-4-phenyl-4,5-dihydro-1H-pyrazole